2-(2-aminopyridin-3-yl)-3-(4-((4-((2-cyanopyrimidin-4-yl)amino)piperidin-1-yl)methyl)phenyl)-3H-imidazo[4,5-b]pyridine-6-carboxamide NC1=NC=CC=C1C1=NC=2C(=NC=C(C2)C(=O)N)N1C1=CC=C(C=C1)CN1CCC(CC1)NC1=NC(=NC=C1)C#N